((1R,5S,6r)-3-(3-(4-chloro-1-methyl-1H-indazol-5-yl)-1H-pyrazolo[3,4-b]pyrazin-6-yl)-6-(4-methylthiazol-2-yl)-3-azabicyclo[3.1.0]hexan-6-yl)methanamine ClC1=C2C=NN(C2=CC=C1C1=NNC2=NC(=CN=C21)N2C[C@H]1C([C@H]1C2)(C=2SC=C(N2)C)CN)C